C1[C@H](O)[C@@H](O)[C@H](O1)CO 1,4-Anhydro-D-Xylitol